BrC1=C(C=C(C(=O)O)C=C1)N(C)C(=O)OC(C)(C)C 4-bromo-3-((tert-butoxycarbonyl)(methyl)amino)benzoic acid